osmium tris(2-phenylpyridine) C1(=CC=CC=C1)C1=NC=CC=C1.C1(=CC=CC=C1)C1=NC=CC=C1.C1(=CC=CC=C1)C1=NC=CC=C1.[Os]